5-Bromo-2-[(4-methyl-4-piperidyl)methyl]-1,3-benzothiazole BrC=1C=CC2=C(N=C(S2)CC2(CCNCC2)C)C1